chloransulfenamide ClSN